N[C@H](C(=O)OC1CCCCCCC1)C (S)-2-Cyclooctyl aminopropionate